2-hydroxy-2-methylpropionamidine HCl Cl.OC(C(=N)N)(C)C